5-(pyrimidin-4-yl)-N-(3-(6-(trifluoromethyl)-1H-imidazo[4,5-c]pyridin-2-yl)phenyl)pyrazin-2-amine N1=CN=C(C=C1)C=1N=CC(=NC1)NC1=CC(=CC=C1)C=1NC2=C(C=NC(=C2)C(F)(F)F)N1